IC1=C(OCCBr)C(=CC(=C1)I)I 2-(2,4,6-triiodophenoxy)bromoethane